OC1=C2C=C(C=C(C2=CC=C1)S(=O)(=O)O)S(=O)(=O)O 5-hydroxy-1,3-naphthalenedisulfonic acid